1-(benzylsulfonyl)-3-((dimethylamino)methyl)-4-(3-methoxyphenyl)piperidin-4-ol hydrochloride Cl.C(C1=CC=CC=C1)S(=O)(=O)N1CC(C(CC1)(O)C1=CC(=CC=C1)OC)CN(C)C